N-(3-(5-(2-chloro-4-methoxyphenyl)-1H-pyrazolo[3,4-b]pyridine-3-carbonyl)-2-fluorophenyl)butane-1-sulfonamide ClC1=C(C=CC(=C1)OC)C=1C=C2C(=NC1)NN=C2C(=O)C=2C(=C(C=CC2)NS(=O)(=O)CCCC)F